(trans)-8-(1-(difluoromethyl)-1H-pyrazol-3-yl)-2,8-dimethyl-N-(6-(pyrimidin-2-yl)-5-(trifluoromethyl)pyridin-3-yl)-7,8-dihydro-6H-cyclopenta[e]pyrazolo[1,5-a]pyrimidine-6-carboxamide FC(N1N=C(C=C1)[C@@]1(C[C@H](C=2C=NC=3N(C21)N=C(C3)C)C(=O)NC=3C=NC(=C(C3)C(F)(F)F)C3=NC=CC=N3)C)F